2-(6-(1-methyl-1H-pyrazol-4-yl)-2-oxo-3-(phenethylamino)pyrazin-1(2H)-yl)-N-((1,2,3,4-tetrahydroisoquinolin-6-yl)methyl)acetamide CN1N=CC(=C1)C1=CN=C(C(N1CC(=O)NCC=1C=C2CCNCC2=CC1)=O)NCCC1=CC=CC=C1